N1(CCC1)CCC=1C(=CC(N(C1)C(C(=O)N[C@@H](CC(=O)OCC)C=1C=C(C=C(C1F)C)C1=C(C=C(C=C1C)OC)C)CC(C)C)=O)C(F)(F)F (3S)-ethyl 3-(2-(5-(2-(azetidin-1-yl)ethyl)-2-oxo-4-(trifluoromethyl)pyridin-1(2H)-yl)-4-methylpentanamido)-3-(4-fluoro-4'-methoxy-2',5,6'-trimethylbiphenyl-3-yl)propanoate